FC(OC=1CCC(C(N1)C)S(=O)(=O)N1CCC2(CC(C2)N2CC3(COC3)C2)CC1)F 6-(7-((6-(difluoromethoxy)-2-methyl-2,3,4,5-tetrahydropyridin-3-yl)sulfonyl)-7-azaspiro[3.5]non-2-yl)-2-oxa-6-azaspiro[3.3]heptane